C(C(C)=C)OCC(C(=O)OC1=CC=CC=C1)=C phenyl α-methallyloxymethylacrylate